ethyl (S)-3-(benzyl((R)-1-phenylethyl)amino)-3-(3-(4,4,5,5-tetramethyl-1,3,2-dioxaborolan-2-yl)phenyl)propanoate C(C1=CC=CC=C1)N([C@@H](CC(=O)OCC)C1=CC(=CC=C1)B1OC(C(O1)(C)C)(C)C)[C@H](C)C1=CC=CC=C1